C(C)OC1=C(C=C(C=C1)C1=NOC(=N1)C1CCNCC1)OC 3-(4-ethoxy-3-methoxy-phenyl)-5-(4-piperidyl)-1,2,4-oxadiazole